C1(CC1)N1C(C(=CC2=CC(=CN=C12)NC1=NC(=NC=C1Cl)Cl)OCC(=O)NC)=O 2-((1-cyclopropyl-6-((2,5-dichloropyrimidin-4-yl)amino)-2-oxo-1,2-dihydro-1,8-naphthyridin-3-yl)oxy)-N-methylacetamide